tert-butyl (2R,3S,4S)-4-[(tert-butoxycarbonyl)oxy]-2-[(4-methoxyphenyl)methyl]-3-({[2-(2-nitropyridin-4-yl)ethyl]carbamoyl}oxy)pyrrolidine-1-carboxylate C(C)(C)(C)OC(=O)O[C@@H]1[C@H]([C@H](N(C1)C(=O)OC(C)(C)C)CC1=CC=C(C=C1)OC)OC(NCCC1=CC(=NC=C1)[N+](=O)[O-])=O